1-(8-bromoquinazolin-4-yl)piperidine-3-carboxylic acid ethyl ester C(C)OC(=O)C1CN(CCC1)C1=NC=NC2=C(C=CC=C12)Br